S(=O)(C1=CC=CC(=C1)N)(=O)O 5-sulfanilic acid